N[C@H]1CS(C2=C(N(C1=O)CC1=CC=C(C=C1)Cl)C=C(C(=C2)F)C=2N=NN(N2)C2CN(CC(C2)(F)F)S(=O)(=O)C)(=O)=O (3R)-3-amino-5-[(4-chlorophenyl)methyl]-7-[2-(5,5-difluoro-1-methylsulfonyl-3-piperidyl)tetrazol-5-yl]-8-fluoro-1,1-dioxo-2,3-dihydro-1lambda6,5-benzothiazepin-4-one